C1(CC1)CC1=C(C(=NN1C=1SC=C(N1)C(=O)O)C1=CC=CC=C1)CC1=CC(=C(C=C1)S(N)(=O)=O)F 2-(5-(cyclopropylmethyl)-4-(3-fluoro-4-sulfamoyl-benzyl)-3-phenyl-1H-pyrazol-1-yl)thiazole-4-carboxylic acid